FC1=CC=C(CN2N=CC(=C2)C(=O)N2CC3(CN(C3)C(=O)OC(C)(C)C)[C@@H](C2)CO)C=C1 tertbutyl (S)-6-(1-(4-fluorobenzyl)-1H-pyrazole-4-carbonyl)-8-(hydroxymethyl)-2,6-diazaspiro[3.4]octane-2-carboxylate